C(#N)/C=C/CN(C(CNC(OC(C)(C)C)=O)C)CC1=CC=C(C=C1)OC tert-butyl (E)-(2-((3-cyanoallyl)(4-methoxybenzyl)amino)propyl)carbamate